1-(4-((5-(benzyloxy)-2-(4-(benzyloxy)phenyl)-3-methyl-1H-indol-1-yl)methyl)-phenyl)piperidine-4-carbaldehyde C(C1=CC=CC=C1)OC=1C=C2C(=C(N(C2=CC1)CC1=CC=C(C=C1)N1CCC(CC1)C=O)C1=CC=C(C=C1)OCC1=CC=CC=C1)C